7-(4-(1H-pyrazol-3-yl)phenyl)-1-(2-methoxyethyl)-3,4-dihydropyrazino[2,3-b]pyrazin-2(1H)-one N1N=C(C=C1)C1=CC=C(C=C1)C1=CN=C2C(=N1)N(C(CN2)=O)CCOC